(±)-7-bromo-5-chloro-1-(tetrahydrofuran-3-yl)-1H-pyrazolo[4,3-b]pyridine BrC1=C2C(=NC(=C1)Cl)C=NN2[C@H]2COCC2 |r|